CN(C(=O)C=1C=C(C=CC1)C1=CC=CC=C1)C1=CC=2OC(C(=CC2S1)C(=O)OC)=O methyl 2-(N-methyl-[1,1'-biphenyl]-3-carboxamido)-5-oxo-5H-thieno[3,2-b]pyran-6-carboxylate